(R)-1-(4-((4-((2-fluoro-4-((2-(3-methylpyrrolidin-1-yl)pyridin-4-yl)oxy)phenyl)amino)-7-methoxyquinazolin-6-yl)amino)piperidin-1-yl)prop-2-en-1-one FC1=C(C=CC(=C1)OC1=CC(=NC=C1)N1C[C@@H](CC1)C)NC1=NC=NC2=CC(=C(C=C12)NC1CCN(CC1)C(C=C)=O)OC